(2-fluoro-2-methyl-propyl)-[2-(1H-indol-3-yl)-cyclobutyl]-amine FC(CNC1C(CC1)C1=CNC2=CC=CC=C12)(C)C